N-benzyl-1-(thiazol-2-yl)methanamin C(C1=CC=CC=C1)NCC=1SC=CN1